N[C@H](CCO)C1=CC=CC=C1 (R)-3-amino-3-phenylpropane-1-ol